2-[(2-{[6-(5-chloro-2-fluorophenyl)-4-{[(2,4-dimethoxyphenyl)methyl]amino}pyridazin-3-yl]oxy}ethyl)carbamoyl]benzoic acid ClC=1C=CC(=C(C1)C1=CC(=C(N=N1)OCCNC(=O)C1=C(C(=O)O)C=CC=C1)NCC1=C(C=C(C=C1)OC)OC)F